ClC=1C(=NC(=NC1)NC1=CC=C(C=C1)N1CCN(CC1)C(CCOCCOCCOCCOCCNC(OC(C)(C)C)=O)=O)NC1=C(C=CC=C1)C(NC)=O Tert-butyl (15-(4-(4-((5-chloro-4-((2-(methylcarbamoyl)phenyl)amino)pyrimidin-2-yl)amino)phenyl)piperazin-1-yl)-15-oxo-3,6,9,12-tetraoxapentadecyl)carbamate